Hex-5-yn-1-yl-4-methylbenzenesulfonate C(CCCC#C)OS(=O)(=O)C1=CC=C(C=C1)C